N-((3S,4S)-3-fluoro-1-(2-fluoroethyl)piperidin-4-yl)-4-methoxy-5-(quinoxalin-6-yl)pyrrolo[2,1-f][1,2,4]triazin-2-amine F[C@H]1CN(CC[C@@H]1NC1=NN2C(C(=N1)OC)=C(C=C2)C=2C=C1N=CC=NC1=CC2)CCF